C(=O)O.C(=O)O.C(=O)O.C[C@H]1CN(CCN1C)CC1=CC=C(C=C1)NC=1C(=NC(=C(N1)NC)C=1C2=C(C=NC1)N(C=N2)C)C(=O)N (S)-3-((4-((3,4-dimethylpiperazin-1-yl)methyl)phenyl)amino)-6-(3-methyl-3H-imidazo[4,5-c]pyridin-7-yl)-5-(methylamino)pyrazine-2-carboxamide tris-formate salt